O1C(=CC=C1C(=O)OCCO)C=1OC(=CC1)C(=O)OCCO bis(2-hydroxyethyl) (2,2'-bifuran)-5,5'-dicarboxylate